[(7-(benzyloxy)-5-(phenoxy)-[1,2,4]triazolo[1,5-a]pyridine-8-carbonyl)amino]acetic acid methyl ester COC(CNC(=O)C=1C=2N(C(=CC1OCC1=CC=CC=C1)OC1=CC=CC=C1)N=CN2)=O